(3S)-1-(6-Fluoropyridine-3-carbonyl)-N-methylpyrrolidin-3-amine hydrochloride Cl.FC1=CC=C(C=N1)C(=O)N1C[C@H](CC1)NC